ClC=1C=CC=C2C=CC=C(C12)N1CC=2N=C(N=C(C2CC1)N1C[C@@H](N(CC1)C(C(C)F)=O)CC#N)OC[C@H]1N(CCC1)C 2-((S)-4-(7-(8-chloronaphthalen-1-yl)-2-(((S)-1-methylpyrrolidin-2-yl)methoxy)-5,6,7,8-tetrahydropyrido[3,4-d]pyrimidine-4-yl)-1-(2-fluoropropoyl)piperazin-2-yl)acetonitrile